C(C)(C)(C)OC(=O)N1C[C@H](N(CC1)C1=CC(=C(C=C1)C(NC1C(NC(CC1)=O)=O)=O)F)C (3R)-4-[4-[[2,6-Dioxopiperidin-3-yl]carbamoyl]-3-fluorophenyl]-3-methylpiperazine-1-carboxylic acid tert-butyl ester